C(C)N(C(OC(C)(C)C)=O)CC(C1=NC=CC=C1)=O tert-Butyl ethyl(2-oxo-2-(pyridin-2-yl)ethyl)carbamate